C[C@H]1CN(C[C@@H]1C=CC1=CC=C(C=C1)C(F)(F)F)C(C=C)=O |o1:1,5| 1-[(3R*,4R*)-3-methyl-4-{2-[4-(trifluoromethyl)phenyl]ethenyl}pyrrolidin-1-yl]prop-2-en-1-one